4-fluoro-N-[(1s,4s)-4-{[2-(ethoxymethyl)-1-benzothiophen-4-yl]amino}cyclohexyl]benzamide FC1=CC=C(C(=O)NC2CCC(CC2)NC2=CC=CC3=C2C=C(S3)COCC)C=C1